(Z)-2-(5-Ethoxy-1-(4-(4-fluorophenoxy)benzylidene)-2-methyl-1H-inden-3-yl)acetic acid C(C)OC=1C=C2C(=C(/C(/C2=CC1)=C/C1=CC=C(C=C1)OC1=CC=C(C=C1)F)C)CC(=O)O